N-(2-((2-(dimethylamino)ethyl)(methyl)amino)-6-methoxy-5-((4-(2-oxo-5,6-dihydro-4H-imidazo[4,5,1-ij]quinolin-1(2H)-yl)pyrimidin-2-yl)amino)pyridin-3-yl)acrylamide CN(CCN(C1=NC(=C(C=C1NC(C=C)=O)NC1=NC=CC(=N1)N1C(N2CCCC3=CC=CC1=C23)=O)OC)C)C